OC=1C(OC2=CC=C(C=C2C1)C(=O)[O-])(C)C hydroxy-2,2-dimethyl-2H-chromene-6-carboxylate